3-[[(2S,6R)-2-[[bis(4-methoxyphenyl)-phenyl-methoxy]methyl]-4-butyl-6-(5-methyl-2,4-dioxo-pyrimidin-1-yl)morpholin-2-yl]methoxy-(diisopropylamino)phosphanyl]oxy-propanenitrile COC1=CC=C(C=C1)C(OC[C@@]1(CN(C[C@@H](O1)N1C(NC(C(=C1)C)=O)=O)CCCC)COP(OCCC#N)N(C(C)C)C(C)C)(C1=CC=CC=C1)C1=CC=C(C=C1)OC